C(C1=CC=CC=C1)OC1=C(C(=O)O)C=C(C=C1C(=O)OCC)OCC1=CC=CC=C1 2,5-bis(benzyloxy)-3-(ethoxycarbonyl)benzoic acid